[K].FC(C=1C(=NC=CN1)S(=O)(=O)NC(NC1=C2CCCC2=CC=2CCCC12)=O)F 3-(Difluoromethyl)-N-((1,2,3,5,6,7-hexahydro-s-indacen-4-yl)carbamoyl)pyrazine-2-sulfonamide, potassium salt